NC=1C=NC2=CC=C(C=C2N1)CN(C(=O)C=1C=NN2C1C=CC=C2)C2=C(C=CC(=C2)Cl)S(=O)(=O)C N-[(3-aminoquinoxalin-6-yl)methyl]-N-(5-chloro-2-methanesulfonylphenyl)pyrazolo[1,5-a]pyridine-3-carboxamide